ClC=1C=C(C=C2C(=C(C=NC12)C#N)N[C@H](CC)C1=CC=CC=C1)NC([2H])(C=1N=NN(C1)C1CC1)C=1SC=C(C1)C#N 8-chloro-6-(((4-cyanothiophen-2-yl)(1-cyclopropyl-1H-1,2,3-triazol-4-yl)methyl-d)amino)-4-(((R)-1-phenylpropyl)amino)quinoline-3-carbonitrile